Methyl (E)-2-furancarboxylate O1C(=CC=C1)C(=O)OC